ClC=1C(=NC(=NC1)NC1=NC=C(C=C1)N1CCN(CC1)C)NS(=O)(=O)C 5-chloro-N4-methanesulfonyl-N2-(5-(4-methylpiperazin-1-yl)pyridin-2-yl)pyrimidine-2,4-diamine